3-((5-(1,5-naphthyridin-2-yl)pyrrolo[2,1-f][1,2,4]triazin-2-yl)amino)-1-methylcyclobutan-1-ol N1=C(C=CC2=NC=CC=C12)C=1C=CN2N=C(N=CC21)NC2CC(C2)(O)C